N-methyl-1H-imidazole-4-sulfonamide CNS(=O)(=O)C=1N=CNC1